(2-{2-[3-(1-acetylpiperidin-4-yl)-5'-fluoro-1'-methyl-[4,6'-biindazol]-1-yl]acetamido}-N-methylacetamido)acetic acid C(C)(=O)N1CCC(CC1)C1=NN(C=2C=CC=C(C12)C1=C(C=C2C=NN(C2=C1)C)F)CC(=O)NCC(=O)N(C)CC(=O)O